(R)-N-((S)-1'-(5-(3,4-dichloro-2-methyl-2H-indazol-5-yl)-4-cyano-7H-pyrrolo[2,3-d]pyrimidin-2-yl)-1,3-dihydrospiro[indene-2,4'-piperidine]-1-yl)-2-methylpropane-2-sulfinamide ClC=1N(N=C2C=CC(=C(C12)Cl)C1=CNC=2N=C(N=C(C21)C#N)N2CCC1(CC2)[C@@H](C2=CC=CC=C2C1)N[S@](=O)C(C)(C)C)C